FC(COC1=NC=CC(=C1)CNC(=O)NC12CC(C1)(C2)F)CF 1-[[2-(2,3-difluoropropoxy)pyridin-4-yl]methyl]-3-(3-fluoro-1-bicyclo[1.1.1]pentanyl)urea